3-(3-methyl-2-oxo-5-(3-(piperidin-4-yloxy)propyl)-2,3-dihydro-1H-benzo[d]imidazol-1-yl)piperidine-2,6-dione CN1C(N(C2=C1C=C(C=C2)CCCOC2CCNCC2)C2C(NC(CC2)=O)=O)=O